NC=1C2=C(N=CN1)N(C(=C2C2=CC=NN2C)C2=CCC1(CCN(CC1)C(C=C)=O)CC2)C 1-(9-(4-amino-7-methyl-5-(1-methyl-1H-pyrazol-5-yl)-7H-pyrrolo[2,3-d]pyrimidin-6-yl)-3-azaspiro[5.5]undec-8-en-3-yl)prop-2-en-1-one